C[C@H]1N(CCN(C1)C=1C=C2C(=NC=NC2=CC1)NC1=CC(=C(C=C1)CC1=CC2=C(N(C=N2)C)C=C1)C)C(C=C)=O 1-[(2R)-2-methyl-4-[4-({3-methyl-4-[(1-methyl-1,3-benzodiazol-5-yl)methyl]phenyl}amino)quinazolin-6-yl]piperazin-1-yl]prop-2-en-1-one